C(C1CO1)OCCCCCCC(C)O[Si](OCC)(OCC)C gamma-(glycidoxypropyl)propyl-methyl-triethoxysilane